3-(4-(cyclopentyloxy)phenyl)-5-(4-nitro-1H-imidazol-2-yl)-1,2,4-oxadiazole C1(CCCC1)OC1=CC=C(C=C1)C1=NOC(=N1)C=1NC=C(N1)[N+](=O)[O-]